C(CCCCCCCCC)(=O)OCCCNCC(=O)N1CCN(CC1)C(=O)OC(C)(C)C tert-Butyl 4-((3-(decanoyloxy)propyl)glycyl)piperazine-1-carboxylate